2-(undecan-2-yl)thiazolidine-4-carboxylic acid CC(CCCCCCCCC)C1SCC(N1)C(=O)O